cis-N1-(5-(2,3-dimethyl-3H-imidazo[4,5-b]pyridin-5-yl)pyrrolo[2,1-f][1,2,4]triazin-2-yl)cyclohexane-1,4-diamine CC1=NC=2C(=NC(=CC2)C=2C=CN3N=C(N=CC32)N[C@@H]3CC[C@@H](CC3)N)N1C